COC1=NC=C(C=C1NS(=O)(=O)C1=C(N=C(S1)C)C)C=1C=C2C(=NC=NC2=CC1)N1CCC2(CN(C2)C(\C=C\C(C)=O)=O)CC1 (E)-N-(2-methoxy-5-(4-(2-(4-oxopent-2-enoyl)-2,7-diazaspiro[3.5]nonan-7-yl)quinazolin-6-yl)pyridin-3-yl)-2,4-dimethylthiazole-5-sulfonamide